2-(2-(ethylthio)-7-(4-(trifluoromethoxy)phenyl)pyrazolo[1,5-a]pyrimidin-3-yl)-5-((trifluoromethyl)thio)benzo[d]oxazole C(C)SC1=NN2C(N=CC=C2C2=CC=C(C=C2)OC(F)(F)F)=C1C=1OC2=C(N1)C=C(C=C2)SC(F)(F)F